3-(5-mercapto-1-tetrazolyl)benzenesulfonic acid SC1=NN=NN1C=1C=C(C=CC1)S(=O)(=O)O